O1C2=C(NCC1)C=CC(=C2)N2CC=1C=CC=C(C1C2)C(=O)NO 2-(3,4-dihydro-2H-benzo[b][1,4]oxazin-7-yl)-N-hydroxyisoindoline-4-carboxamide